6-chloro-4-(1-methyl-1H-indole-3-yl)-1H-pyrazolo[3,4-d]pyrimidine ClC1=NC(=C2C(=N1)NN=C2)C2=CN(C1=CC=CC=C21)C